Benzyl (CIS)-3-amino-3-(hydroxymethyl)-2-({[(CIS)-4-phenylcyclohexyl]oxy}methyl)pyrrolidine-1-carboxylate N[C@@]1([C@@H](N(CC1)C(=O)OCC1=CC=CC=C1)CO[C@@H]1CC[C@@H](CC1)C1=CC=CC=C1)CO